C(CCCC)OC(C)COC(C)CO dipropylene glycol mono-pentyl ether